Phosphanthrene C1=CC=CC2=PC3=CC=CC=C3P=C12